C(C)(C)(C)C=1C=C(C=C(C1O)C(C)(C)C)CCC(=O)NCCCNC(CCC1=CC(=C(C(=C1)C(C)(C)C)O)C(C)(C)C)=O N,N'-bis(3,5-di-tert-butyl-4-hydroxyphenylpropionyl)-trimethylenediamine